Isopropyl (R,E)-2'-oxo-5'-(2,2,5-trimethyl-4-oxo-3,8,11-trioxa-5-azatetradec-13-en-14-yl)-1',2',5,7-tetrahydrospiro[cyclopenta[c]pyridine-6,3'-pyrrolo[2,3-b]pyridine]-3-carboxylate O=C1[C@]2(C=3C(=NC=C(C3)/C=C/COCCOCCN(C(OC(C)(C)C)=O)C)N1)CC1=C(C=NC(=C1)C(=O)OC(C)C)C2